magnesium vitamin C phosphate P(=O)([O-])([O-])[O-].OC=1[C@H](OC(C1O)=O)[C@H](CO)O.[Mg+2].P(=O)([O-])([O-])[O-].[Mg+2].[Mg+2]